NP(=O)(N)NC(=O)NC1=CC=CC=C1 N-(diaminophosphoryl)-N'-phenyl-urea